3,5-dichloroisonicotinonitrile ClC1=C(C#N)C(=CN=C1)Cl